1-(4-(2-methyl-2H-1,2,3-triazol-4-yl)-2-(4-(trifluoromethyl)phenyl)-5,8-dihydropyrido[3,4-d]pyrimidin-7(6H)-yl)propan-1-one CN1N=CC(=N1)C=1C2=C(N=C(N1)C1=CC=C(C=C1)C(F)(F)F)CN(CC2)C(CC)=O